dotriacontanyl dimethylcarbamate CN(C(OCCCCCCCCCCCCCCCCCCCCCCCCCCCCCCCC)=O)C